ClC1=C(C=CC=C1)[C@H](C)NC1=C(C=C(C(=O)N[C@H](C)\C=C\S(=O)(=O)C)C=C1)C=1OC=CN1 4-(((S)-1-(2-Chlorophenyl)ethyl)amino)-N-((R,E)-4-(methylsulfonyl)but-3-en-2-yl)-3-(oxazol-2-yl)benzamide